FC(C(=O)O)(F)F.C(N)(=N)N1CCC(=CC1)C=1C=C(SC1)C(=O)NC1=CC=C(C=C1)C=1CCN(CC1)C(N)=N 4-(1-carbamimidoyl-1,2,3,6-tetrahydropyridin-4-yl)-N-[4-(1-carbamimidoyl-1,2,3,6-tetrahydropyridin-4-yl)phenyl]thiophene-2-carboxamide trifluoroacetate